CN(C(=N)N)C 1,1-dimethylguanidine